4-hydroxy-3-methylpiperidine-1,3-dicarboxylic acid 1-(tert-butyl) ester 3-methyl ester COC(=O)C1(CN(CCC1O)C(=O)OC(C)(C)C)C